6-chloro-7-[2-(3,4-dihydro-2H-quinolin-1-yl)-2-oxo-ethoxy]-4-phenyl-chromen ClC=1C=C2C(=CCOC2=CC1OCC(=O)N1CCCC2=CC=CC=C12)C1=CC=CC=C1